6-((2,6-dimethyl-pyrimidin-4-yl)amino)-N-ethoxy-4-((2-(methoxy-d3)-3-(pyrimidin-2-yl)phenyl)amino)nicotinamide pentyl-syringate C(CCCC)OC(C1=CC(OC)=C(O)C(OC)=C1)=O.CC1=NC(=CC(=N1)NC1=NC=C(C(=O)NOCC)C(=C1)NC1=C(C(=CC=C1)C1=NC=CC=N1)OC([2H])([2H])[2H])C